C(C(C)C)OC(C(C(C(=O)OCC(C)C)CCC(C)C)CCC(C)C)=O 2,3-diisoamyl-succinic acid diisobutyl ester